Gallium-zirconium [Zr].[Ga]